C(O)C=1NC=[N+](C1CO)[O-] 4,5-dimethylolimidazole-oxide